2-(2-phenylindazol-3-yl)ethanehydroxamic acid C1(=CC=CC=C1)N1N=C2C=CC=CC2=C1CC(=O)NO